3-[(2-aminoethyl)amino]propanesulfonic acid sodium salt [Na+].NCCNCCCS(=O)(=O)[O-]